N(N)C([C@@H](CC(NC(C1=CC=CC=C1)(C1=CC=CC=C1)C1=CC=CC=C1)=O)NC(OC(C)(C)C)=O)=O tert-butyl (R)-(1-hydrazinyl-1,4-dioxo-4-(tritylamino)butan-2-yl)carbamate